CN1CCN(CC1)CCCN=CC1=CC=C(C=C1)C=1N=C(C2=C(N1)C=CS2)C2=CC=C(C=C2)C=NCCCN2CCN(CC2)C 2,4-Bis{4-[(3-(4-methylpiperazin-1-yl)propyl)iminomethyl]phenyl}thieno[3,2-d]pyrimidine